COC(=O)C=1C=C(C(=C2C3=C(NC12)CCS(C3)=O)Br)F 9-bromo-8-fluoro-1,3,4,5-tetrahydrothiopyrano[4,3-b]Indole-6-carboxylic acid methyl ester 2-oxide